C(COCCOC)N(CCOCCOC)CCOCCOC tris(3,6-dioxaheptyl)amine